CN[C@@H]1COCC2=NC(=CC=C21)C(F)(F)F (S)-N-methyl-2-(trifluoromethyl)-5,8-dihydro-6H-pyrano[3,4-b]pyridin-5-amine